C(C)(=O)OC1=CC=C(C=C1)C1=CC=C(C=C1)OC(C)=O 4,4'-diacetyloxybiphenyl